OC[C@H]1[C@@H](CN(CC1)C1=NC=C(C=C1)C=1SC2=C(N1)C=CC(=C2)OC)O (3S,4S)-4-(hydroxymethyl)-1-[5-(6-methoxy-1,3-benzothiazol-2-yl)pyridin-2-yl]piperidin-3-ol